NOC(=O)N DIAMINOCARBOXYLIC ACID